5-bromo-4-chloropyridine BrC=1C(=CC=NC1)Cl